ClC1=C(C=O)C=CC=C1.[Na] sodium o-chlorobenzaldehyde